C[Si]1(O[Si](O[Si](O1)(C)CCC(F)(F)F)(C)CCC(F)(F)F)CCC(F)(F)F 1,3,5-tris[(3,3,3-trifluoropropyl)methyl]Cyclotrisiloxane